N-(2-(3a-((ethylperoxy)methyl)-6a-(trifluoromethyl)hexahydropyrrolo[3,4-c]pyrrol-2(1H)-yl)-5-fluoropyrimidin-4-yl)-1H-indazol-5-amine C(C)OOCC12C(CNC1)(CN(C2)C2=NC=C(C(=N2)NC=2C=C1C=NNC1=CC2)F)C(F)(F)F